Cl.C1(CC1)N1N=C(C(=C1)OC1=CC(=NC=C1)NC1CCNCC1)C1CCOCC1 4-((1-cyclopropyl-3-(tetrahydro-2H-pyran-4-yl)-1H-pyrazol-4-yl)oxy)-N-(piperidin-4-yl)pyridin-2-amine hydrochloride